BrC=1C=C(C(=NC1)OCCCN(C)C)NS(=O)(=O)C1=CC=C(C=C1)OC N-(5-Bromo-2-(3-(dimethylamino)propoxy)pyridin-3-yl)-4-methoxybenzenesulfonamide